(6-(benzo[d]thiazol-2-yl-methoxy)-2-(4-(4-fluoro-1H-pyrazol-1-yl)piperidine-1-carbonyl)quinolin-4-yl)(piperidin-1-yl)methanone S1C(=NC2=C1C=CC=C2)COC=2C=C1C(=CC(=NC1=CC2)C(=O)N2CCC(CC2)N2N=CC(=C2)F)C(=O)N2CCCCC2